C(C)(C)(C)OC(=O)N1C(CN(C(C1)=O)C1=CC(=C(C=C1)N)O)(C)C 4-(4-amino-3-hydroxyphenyl)-2,2-dimethyl-5-oxopiperazine-1-carboxylic acid tert-butyl ester